C(C)(C)(C)N1N=C(C=C1C)NC1=CC(=C(C(=N1)C[C@@]1(C[C@H](N(CC1)C(=O)OC(C)(C)C)C)C(=O)OC(C)(C)C)F)C(C(C)C)=O di-tert-butyl (2R,4R)-4-((6-((1-(tert-butyl)-5-methyl-1H-pyrazol-3-yl)amino)-3-fluoro-4-isobutyrylpyridin-2-yl) methyl)-2-methylpiperidine-1,4-dicarboxylate